CN(C1=CC=C(C=C1)N\C(=C\1/C(NC2=C1C=NC(=C2)C(=O)OC)=O)\C2=CC=CC=C2)CCN2CCN(CC2)C (Z)-methyl 3-(((4-(methyl(2-(4-methylpiperazin-1-yl)ethyl)amino)phenyl)amino)(phenyl)methylene)-2-oxo-2,3-dihydro-1H-pyrrolo[3,2-c]pyridine-6-carboxylate